COC(=O)C=1C=C(C=C(C1)C(=O)N(C)C)C1=CC(=C(C=C1)[C@@H]1[C@@H](O)[C@@H](O)[C@H](O)[C@H](O1)CO)C 4'-(α-D-mannopyranosyl)-N,3'-dimethyl-5-[(methylamino)carbonyl]-[1,1'-biphenyl]-3-carboxylic acid methyl ester